C(\C=C\C(=O)N=C=O)(=O)N=C=O fumaric acid, isocyanate